(3S)-1,2-diazacyclohexane-3-carboxylic acid methyl ester COC(=O)[C@H]1NNCCC1